2'-bromo-5'-(3,4-difluorophenyl)-3,3-dimethyl-5',6'-dihydrospiro[cyclobutane-1,7'-pyrrolo[2,3-b]pyrazine] BrC=1N=C2C(=NC1)N(CC21CC(C1)(C)C)C1=CC(=C(C=C1)F)F